BrC1=CC(=CC=C1)C(C)(C)S(=O)(=O)C 1-bromo-3-(2-(methylsulfonyl)propan-2-yl)benzene